BrC1=CC=C(CNC2=C(C=C(C#N)C=C2[N+](=O)[O-])OC)C=C1 4-((4-bromobenzyl)amino)-3-methoxy-5-nitrobenzonitrile